(R)-4-((1-(3-amino-5-(trifluoromethyl)phenyl)ethyl)amino)-2-methyl-6-(1,2,3,6-tetrahydropyridin-4-yl)pyrido[2,3-d]pyrimidin-7(8H)-one NC=1C=C(C=C(C1)C(F)(F)F)[C@@H](C)NC=1C2=C(N=C(N1)C)NC(C(=C2)C=2CCNCC2)=O